N-[(1R)-1,2,3,4-tetrahydronaphthalen-1-yl]-1,3-thiazol-4-carboxamid [C@H]1(CCCC2=CC=CC=C12)NC(=O)C=1N=CSC1